(2R,3R,4S,5R)-2-(6-amino-9H-purin-9-yl)-5-(hydroxymethyl)oxolane-3,4-diol 2-(trimethylammonio)ethyl-hydrogenphosphate C[N+](CCOP(=O)([O-])O)(C)C.NC1=C2N=CN(C2=NC=N1)[C@@H]1O[C@@H]([C@H]([C@H]1O)O)CO